[Pt+2].CC(CC(CCC)=O)=O.CC(CC(CCC)=O)=O Bis(2,4-heptanedione) platinum (II)